1-allyl-3-methylimidazole tetrafluoroborate salt F[B-](F)(F)F.C(C=C)N1CN(C=C1)C